Cl.N1[C@H](CCC1)CCC(=O)O 3-[(2R)-pyrrolidin-2-yl]propanoic acid hydrochloride